C(C)(C)(C)N(CC(=O)O)C(=O)C1=CC=NC2=CC(=CC=C12)C1(CC1)OCC tert-butyl-(7-(1-ethoxycyclopropyl)quinoline-4-carbonyl)glycine